COC(CCC(C=O)C)C(C)C δ-methoxy-2,6-dimethylheptanal